tert-butyl 2-(diethoxyphosphoryl)-3-(3-(oct-7-yn-1-yl)-1,2,4-oxadiazol-5-yl)propanoate C(C)OP(=O)(OCC)C(C(=O)OC(C)(C)C)CC1=NC(=NO1)CCCCCCC#C